C(#N)[C@@H](C[C@H]1C(NCC1)=O)NC(=O)[C@H]1N([C@H]2CC([C@@H]1CC2)(F)F)C([C@H](CC2CC2)NC=2C=NC=C(C2)C)=O (1R,3S,4R)-N-((R)-1-cyano-2-((S)-2-oxopyrrolidin-3-yl)ethyl)-2-((S)-3-cyclopropyl-2-((5-methylpyridin-3-yl)amino)propanoyl)-5,5-difluoro-2-azabicyclo[2.2.2]octane-3-carboxamide